[Pt].C(CCCCC)=N hexa-animine platinum